ethyl 3-ethoxyethylpropionate C(C)OCCCCC(=O)OCC